FC(C(C(F)(F)F)(O)C1=CC=CC=C1)(F)F 1,1,1,3,3,3-hexafluoro-2-phenyl-2-propanol